4-(furo[3,2-c]pyridin-4-yl)-N-{4-[4-(morpholine-4-carbonyl)piperidin-1-yl]phenyl}benzamide O1C=CC=2C(=NC=CC21)C2=CC=C(C(=O)NC1=CC=C(C=C1)N1CCC(CC1)C(=O)N1CCOCC1)C=C2